7-ethyl-4-(4-fluoro-3-(4-methoxy-1-methyl-2-(tetrahydro-2H-pyran-4-yl)-1H-benzo[d]imidazol-5-yl)phenyl)-7H-Imidazo[4,5-c]pyridazine C(C)N1C=NC2=C1N=NC=C2C2=CC(=C(C=C2)F)C2=C(C1=C(N(C(=N1)C1CCOCC1)C)C=C2)OC